N-(2,4-dimethoxybenzyl)-N'-(2-(pyridin-2-yl)ethyl)oxamide COC1=C(CNC(=O)C(=O)NCCC2=NC=CC=C2)C=CC(=C1)OC